4,7-di(2,3,3a,4,5,6,7,7a-octahydro-1H-isoindol-2-yl)-1,10-phenanthroline C1N(CC2CCCCC12)C1=CC=NC2=C3N=CC=C(C3=CC=C12)N1CC2CCCCC2C1